C(CCCCCC)C(CCCCCCCCCC(=O)OCC(O)CO)(CCCCCCC)CCCCCCC glycerol triheptyl-undecanoate